[(3R,4R)-4-methoxypyrrolidin-3-yl]carbamate CO[C@H]1[C@@H](CNC1)NC([O-])=O